C(C)N1N=C2C(=C(C=C(C2=C1)N1C[C@H](CC1)NC)F)C(=O)NC=1C=C(C=2N(C1)C=C(N2)C)F 2-ethyl-6-fluoro-N-{8-fluoro-2-methylimidazo[1,2-a]pyridin-6-yl}-4-[(3S)-3-(methylamino)pyrrolidin-1-yl]indazole-7-carboxamide